tert-butyl (R)-3-(N-(7-(1H-pyrazol-5-yl)isoquinolin-1-yl)-4-(3H-[1,2,3]triazolo[4,5-b]pyridin-3-yl)-2-fluorobenzamido)piperidine-1-carboxylate N1N=CC=C1C1=CC=C2C=CN=C(C2=C1)N(C(C1=C(C=C(C=C1)N1N=NC=2C1=NC=CC2)F)=O)[C@H]2CN(CCC2)C(=O)OC(C)(C)C